4'-(3-ethyloxetan-3-yl-methyloxymethyl)biphenol C(C)C1(COC1)C(C=1C=C(C(=CC1)O)C=1C(=CC=CC1)O)OC